ClC1=C(C=C(C=C1)F)C1=CC=C(N=N1)OCC1C[C@@H]2[C@@H](CN(C2)CC2COCCC2)C1 (3aR,6aS)-5-[[6-(2-chloro-5-fluoro-phenyl)pyridazin-3-yl]oxymethyl]-2-(tetrahydropyran-3-ylmethyl)-3,3a,4,5,6,6a-hexahydro-1H-cyclopenta[c]pyrrole